5-(1-(2,2-Difluoroethyl)-2-methyl-1H-benzo[d]imidazol-6-yl)-N-((3S,4R)-4-fluoro-1-(oxetan-3-yl)pyrrolidin-3-yl)-4-methoxypyrrolo[2,1-f][1,2,4]triazin-2-amine FC(CN1C(=NC2=C1C=C(C=C2)C=2C=CN1N=C(N=C(C12)OC)N[C@H]1CN(C[C@H]1F)C1COC1)C)F